FC1=CC2=C(N(CN(C2=O)C=2C(=NC(=CC2)OC)C)C2=C(C=C(C=C2)F)C(C)C)N=C1 6-fluoro-1-(4-fluoro-2-isopropylphenyl)-3-(6-methoxy-2-methylpyridin-3-yl)-2,3-dihydropyrido[2,3-d]pyrimidin-4(1H)-one